dimethyl 3-methoxy-1,4-dimethyl-5,7-dihydrocyclopenta[c]pyridine-6,6-dicarboxylate COC1=C(C2=C(C(=N1)C)CC(C2)(C(=O)OC)C(=O)OC)C